FC=1C=C(C=C(C1)F)CC(=O)NC=1C=CC2=C(S(C=C2)(=O)=O)C1 2-(3,5-difluorophenyl)-N-(1,1-dioxidobenzo[b]thiophen-6-yl)acetamide